7-cyclobutoxy-N-(1-cyclopropyl-2-oxo-1,2-dihydropyridin-3-yl)-2-((1R,4S)-1-methyl-2-oxabicyclo[2.2.1]hept-4-yl)imidazo[1,2-a]pyridine-6-carboxamide C1(CCC1)OC1=CC=2N(C=C1C(=O)NC=1C(N(C=CC1)C1CC1)=O)C=C(N2)[C@]21CO[C@](CC2)(C1)C